3-(2,3-dimethoxyphenyl)benzene COC1=C(C=CC=C1OC)C=1C=CC=CC1